O[C@H]1CN[C@H](CN(C1)C(=O)OC(C)(C)C)C(C)C tert-Butyl (3S,6S)-6-hydroxy-3-isopropyl-1,4-diazepane-1-carboxylate